C(CCC)C=1C(=C(C=CC1)OC(NC1=CC=CC=C1)=O)CCCC N-phenylcarbamic acid (dibutylphenyl) ester